ClC=1C(=NC(=NC1)N(C1CCN(CC1)C1=CC2=C(C=N1)C(=NN2C)C2C(NC(CC2)=O)=O)C)NC=2C=C1CC(N(C1=CC2)C)=O 3-(6-(4-((5-chloro-4-((1-methyl-2-oxoindolin-5-yl)amino)pyrimidin-2-yl)(methyl)amino)piperidin-1-yl)-1-methyl-1H-pyrazolo[4,3-c]pyridin-3-yl)piperidine-2,6-dione